tert-butyl-3-[[7-bromo-2-chloro-8-fluoro-6-(trifluoromethyl)quinazolin-4-yl]-methyl-amino]-2-methyl-pyrrolidine-1-carboxylate C(C)(C)(C)OC(=O)N1C(C(CC1)N(C)C1=NC(=NC2=C(C(=C(C=C12)C(F)(F)F)Br)F)Cl)C